NCC1=C(C=C(C(=C1)C1=CC(=CC=C1)[O-])CN)C1=CC(=CC=C1)[O-] 2',5'-bis(aminomethyl)-3,3''-dioxido-[1,1':4',1''-terphenyl]